tert-butyl N-[(1S)-1-methyl-2-oxo-2-[[(1S)-4,4,4-trifluoro-1-[hydroxy(thiazol-2-yl) methyl]butyl]amino]ethyl]carbamate C[C@@H](C(N[C@@H](CCC(F)(F)F)C(C=1SC=CN1)O)=O)NC(OC(C)(C)C)=O